N1C(=NC2=C1C=CC=N2)C(=O)N IMIDAZOPYRIDINAMIDE